dinitrocerium(IV) [N+](=O)([O-])[Ce+2][N+](=O)[O-]